3-((2-morpholino-7-phenyl-4,7-dihydro-6H-pyrrolo[2,3-d]pyrimidin-4-yl)oxy)propane-1,2-diol O1CCN(CC1)C1=NC(C=2C(=N1)N(CC2)C2=CC=CC=C2)OCC(CO)O